methyl (2S,4R)-4-(difluoromethoxy)-1-((4-phenoxybutanoyl)glycyl)pyrrolidine-2-carboxylate FC(O[C@@H]1C[C@H](N(C1)C(CNC(CCCOC1=CC=CC=C1)=O)=O)C(=O)OC)F